3-chloro-N-(4-cyclopropylpyridin-2-yl)benzamid ClC=1C=C(C(=O)NC2=NC=CC(=C2)C2CC2)C=CC1